2-{2-bromo-5,8-dioxo-6-[(3R)-oxolan-3-yl]-5,6,7,8-tetrahydro-4H-pyrazolo[1,5-a]pyrrolo[3,4-d]pyrimidin-4-yl}-N-(5-fluoropyridin-2-yl)acetamide BrC1=NN2C(N(C3=C(C2=O)CN(C3=O)[C@H]3COCC3)CC(=O)NC3=NC=C(C=C3)F)=C1